C(C)C=1C(NC=2C=C(C=NC2C1)CC1=NC(=CC=C1C=1C(CNCC1)(F)F)C(=O)NC)=O ((7-ethyl-6-oxo-5,6-dihydro-1,5-naphthyridin-3-yl)methyl)-3',3'-difluoro-N-methyl-1',2',3',6'-tetrahydro-[3,4'-bipyridine]-6-carboxamide